OC[C@H](C1=CC=CC=C1)NC1=NC(=NC=C1C1=NC(=NO1)C12CCN(CC1)CC2)NC=2C=C1C3(C(OC(C1=CC2)=O)C)CC3 6'-((4-(((S)-2-hydroxy-1-phenylethyl)amino)-5-(3-(quinuclidin-4-yl)-1,2,4-oxadiazol-5-yl)pyrimidin-2-yl)amino)-3'-methylspiro[cyclopropane-1,4'-isochroman]-1'-one